ethyl (1r,4r)-4-(1,3-dioxoisoindolin-2-yl)cyclohexane-1-carboxylate O=C1N(C(C2=CC=CC=C12)=O)C1CCC(CC1)C(=O)OCC